ClC1=NC(=NC=C1Cl)NC1=CC=C(C=C1)N1CCN(CC1)C 4,5-dichloro-N-(4-(4-methylpiperazin-1-yl)phenyl)pyrimidin-2-amine